CN(C=1C=NC=CC1)CC1=CC=C(C=C1)OCC1=CC2=CC=CC=C2C=C1 N-methyl-N-(4-(naphthalen-2-ylmethoxy)benzyl)pyridin-3-amine